[I-].OC1=C2C=CNC2=CC=C1 4-hydroxy-1H-indole iodide